BrC1=CC(=C(O[C@H](C(=O)O)C)C=C1)C(CCOC)(F)F (2S)-2-[4-bromo-2-(1,1-difluoro-3-methoxypropyl)phenoxy]propionic acid